3-[(iminomethyl)thio]propionic acid N=CSCCC(=O)O